(S)-3-fluoro-4-(2-isobutyryl-7,10-dioxo-6-(4-(trifluoromethyl)benzyl)-2,6,9-triazaspiro[4.5]decan-9-yl)benzonitrile FC=1C=C(C#N)C=CC1N1CC(N([C@]2(CCN(C2)C(C(C)C)=O)C1=O)CC1=CC=C(C=C1)C(F)(F)F)=O